1-(6,7-dihydro-5H-benzo[6,7]cyclohepta[1,2-c]pyridazin-3-yl)-N3-(3-chloro-4-(4-pyrrolidin-1-yl-piperidin-1-yl)phenyl)-1H-1,2,4-triazole-3,5-diamine N1=NC(=CC2=C1C1=C(CCC2)C=CC=C1)N1N=C(N=C1N)NC1=CC(=C(C=C1)N1CCC(CC1)N1CCCC1)Cl